6-butoxy-1-(4-(pyrrolidine-1-ylmethyl)benzyl)-1H-pyrazolo[3,4-d]pyrimidine-4-amine dihydrochloride Cl.Cl.C(CCC)OC1=NC(=C2C(=N1)N(N=C2)CC2=CC=C(C=C2)CN2CCCC2)N